4-phenoxy-2-(tributylstannyl)-1,3-thiazole O(C1=CC=CC=C1)C=1N=C(SC1)[Sn](CCCC)(CCCC)CCCC